COCC#CC=1C=C(C=C(C1)C(F)(F)F)N1CCC(CC1)OC1CC(C1)O 3-((1-(3-(3-methoxyprop-1-yn-1-yl)-5-(trifluoromethyl)phenyl)piperidin-4-yl)oxy)cyclobutan-1-ol